N-((5-phenylpyrrolidin-3-yl)methyl)-5-((2-(trifluoromethyl)pyridin-3-yl)thio)-1H-imidazo[4,5-b]pyrazin-2-amine C1(=CC=CC=C1)C1CC(CN1)CNC1=NC=2C(=NC=C(N2)SC=2C(=NC=CC2)C(F)(F)F)N1